1-[4-[6-[3-chloro-6-(1,1,2,2,2-pentafluoroethyl)pyrazolo[4,3-c]pyridin-2-yl]-5-ethylsulfanyl-3-pyridyl]phenyl]cyclopropanecarbonitrile ClC=1N(N=C2C1C=NC(=C2)C(C(F)(F)F)(F)F)C2=C(C=C(C=N2)C2=CC=C(C=C2)C2(CC2)C#N)SCC